NC=1C2=C(NC(C1C1=NC3=C(N1)C=C(C=C3)N3CC(N(CC3)C3CC3)C#CC)=O)C=C[Se]2 7-amino-6-(6-(4-cyclopropyl-3-(prop-1-yn-1-yl)piperazin-1-yl)-1H-benzo[d]imidazol-2-yl)selenopheno[3,2-b]pyridin-5(4H)-one